CC(C)([Si](OC(CN(CC(O[Si](C(C)(C)C)(C)C)CCCCCCCC)CCCCCO)CCCCCCCC)(C)C)C 5-(2,2,3,3,11,11,12,12-octamethyl-5,9-dioctyl-4,10-dioxa-7-aza-3,11-disilatridecan-7-yl)pentan-1-ol